4-Bromo-2-fluoro-5-methoxybenzonitrile BrC1=CC(=C(C#N)C=C1OC)F